BrC1=CC2=C(N=C3N2CCNCC3)C=C1 9-bromo-2,3,4,5-tetrahydro-1H-benzo[4,5]imidazo[1,2-d][1,4]diazepine